C[C@H]1N([C@@H](COC1)C)C=1N=C2N(C(C1C)=O)CC[C@H](N2C=2OC=CN2)C(F)(F)F (S)-2-((3R,5R)-3,5-Dimethylmorpholin-4-yl)-9-oxazol-2-yl-methyl-8-trifluoromethyl-6,7,8,9-tetrahydro-pyrimido[1,2-a]-pyrimidin-4-one